C(C)(C)C1[C@@H](C[C@@H](CC1)C)[C@@H](C(=O)[O-])N(CC1=CC=CC=C1)CC1=CC=CC=C1 (1R,2S,5R)-2-isopropyl-5-methylcyclohexyl-2-(dibenzylamino)acetate